6-(4-((4-((5-(trifluoromethyl)pyridin-2-yl)amino)piperidin-1-yl)sulfonyl)phenyl)-[1,2,4]triazolo[4,3-a]pyridin-3-amine FC(C=1C=CC(=NC1)NC1CCN(CC1)S(=O)(=O)C1=CC=C(C=C1)C=1C=CC=2N(C1)C(=NN2)N)(F)F